2,2-dimethylpropyl (2S)-2-aminopropionate N[C@H](C(=O)OCC(C)(C)C)C